C(#C)C=1SC=C(N1)NC(=O)NCC1=CC=C(C=C1)C=1C=CC=C2C=CN=C(C12)O 1-(2-Ethynyl-thiazol-4-yl)-3-(4-(1-hydroxyisoquinolin-8-yl)benzyl)urea